OC1(CC(N(CC1)C1=NN(C(=C1)C)C1CC2(CN(C2)C(=O)OC(C)(C)C)C1)(C)C)CN1CCOCC1 Tert-butyl 6-(3-(4-hydroxy-2,2-dimethyl-4-(morpholinomethyl)piperidin-1-yl)-5-methyl-1H-pyrazol-1-yl)-2-azaspiro[3.3]heptane-2-carboxylate